COC1=CC=2N(C(C(=C(N2)C(F)(F)F)C=2N=NN(C2)CC(C(F)(F)F)(F)F)=O)C=C1 8-Methoxy-3-[1-(2,2,3,3,3-pentafluoropropyl)-1H-1,2,3-triazol-4-yl]-2-(trifluoromethyl)-4H-pyrido[1,2-a]pyrimidin-4-one